N[C@@H](CC1=CC=C(C=C1)O)C(=O)O |r| DL-tyrosin